[Na+].B([O-])([O-])[O-].[Na+].[Na+] boric acid-sodium salt